CC1=C(C(CCC1)(C)C)\C=C\CCC (1E)-1-(2,6,6-TRIMETHYL-1-CYCLOHEXEN-1-YL)-1-PENTEN